2-amino-2',4'-dichloroacetophenone NCC(=O)C1=C(C=C(C=C1)Cl)Cl